NC[C@@H](COC=1C=NC=C(C1C1=CC(=NN1)NC=1N=CC(=NC1)C#N)OC)O 5-[(5-{3-[(2S)-3-amino-2-hydroxypropoxy]-5-methoxypyridin-4-yl}-1H-pyrazole-3-yl)amino]pyrazine-2-carbonitrile